C(CC1=CC=CC=C1)C=1C(NN=CC1)=O 4-phenethylpyridazin-3-one